ClC=1C=2C=CNC2C2=C(C1)CN(S(N2COCC[Si](C)(C)C)(=O)=O)CC2CN(CCC2)C(=O)OC(C)(C)C tert-butyl 3-((6-chloro-2,2-dioxido-1-((2-(trimethylsilyl)ethoxy)methyl)-4,9-dihydro-[1,2,6]thiadiazino[4,3-g]indol-3(1H)-yl)methyl)piperidine-1-carboxylate